4-((4-methylpiperazin-1-yl)methyl)-3-(trifluoromethoxy)aniline CN1CCN(CC1)CC1=C(C=C(N)C=C1)OC(F)(F)F